FC1=CC=C(C=C1)C1=NN(C=C1)C1OCCN1 (4-fluorophenyl)-1-(oxazolidin-2-yl)-1H-pyrazole